C(C=C)OC1=NS(C2=C1C=CC=C2)(=O)=O 3-allyloxy-1,2-benzisothiazole-1,1-dioxide